N-hydroxy-5-norbornene-2,3-dicarboximide C1C2C=CC1C3C2C(=O)N(C3=O)O